O1CCC2=C1C=C(C=C2)C=2N=C(NC2)C2N(CCCC2)C(C(C)SC)=O 1-(2-(4-(2,3-dihydrobenzofuran-6-yl)-1H-imidazol-2-yl)piperidin-1-yl)-2-(methylsulfanyl)propan-1-one